C(CC=C)(=O)N1CC2(CC2)C[C@H]1C(=O)N[C@@H](C[C@H]1C(NCC1)=O)C(COC(F)(F)F)=O (S)-5-(but-3-enoyl)-N-((S)-3-oxo-1-((S)-2-oxopyrrolidin-3-yl)-4-(trifluoromethoxy)butan-2-yl)-5-azaspiro[2.4]heptane-6-carboxamide